3-amino-4-(7-fluoro-1H-indazol-4-yl)-6-methyl-1H-benzo[h]quinolin-2-one NC=1C(NC2=C3C(=C(C=C2C1C1=C2C=NNC2=C(C=C1)F)C)C=CC=C3)=O